rac-4-(1-hydroxy-2-((3aR,5r,6aS)-5-(pyridin-3-yloxy)hexahydrocyclopenta[c]pyrrol-2(1H)-yl)ethyl)phenol OC(CN1C[C@@H]2[C@H](C1)CC(C2)OC=2C=NC=CC2)C2=CC=C(C=C2)O